5-chloro-N-(5-chloro-6-(2H-1,2,3-triazol-2-yl)pyridin-3-yl)-2'-(difluoromethoxy)-2,4'-difluoro-[1,1'-biphenyl]-4-carboxamide ClC=1C(=CC(=C(C1)C1=C(C=C(C=C1)F)OC(F)F)F)C(=O)NC=1C=NC(=C(C1)Cl)N1N=CC=N1